C(C)(C)(C)OC(=O)N1CCC(=CC1)C1=C(C(=NN1C)C)[N+](=O)[O-] 4-(1,3-dimethyl-4-nitro-1H-pyrazol-5-yl)-3,6-dihydropyridine-1(2H)-carboxylic acid tert-butyl ester